CC1(C2=CC=CC=C2OC=2C=C(C=CC12)B(O)O)C (9,9-dimethyl-9H-xanthen-3-yl)boronic acid